CC=1C=C(C=CC1OC1=CC2=C(N(C=N2)C)C=C1)NC1=NC=NC=C1C=1OC=C(N1)C1N(CCC1)C(C=C)=O 1-(2-(2-(4-((3-methyl-4-((1-methyl-1H-benzo[d]imidazol-5-yl)oxy)phenyl)amino)pyrimidin-5-yl)oxazol-4-yl)pyrrolidin-1-yl)prop-2-en-1-one